FC=1C(=C(C=C(C1)C(C)C)[C@H](C(=O)O)N1C[C@@H](CC1)OCCCC[C@@H]1NC2=NC=CC=C2CC1)OC (R)-2-(3-fluoro-5-isopropyl-2-methoxyphenyl)-2-((R)-3-(4-((S)-1,2,3,4-tetrahydro-1,8-naphthyridin-2-yl)butoxy)pyrrolidin-1-yl)acetic acid